C1(=CC=CC=C1)C=1C(=C(C(=C(C1)OC1=C(C(=C(C(=C1)C1=CC=CC=C1)C1=CC=CC=C1)C1=CC=CC=C1)C1=CC=CC=C1)C1=CC=CC=C1)C1=CC=CC=C1)C1=CC=CC=C1 tetraphenylphenyl ether